ClC1=CC(=C(N)C=C1)C1=CC(=NC=C1)OC 4-Chloro-2-(2-methoxypyridin-4-yl)aniline